[Si](C1=CC=CC=C1)(C1=CC=CC=C1)(C(C)(C)C)OC[C@@H]1C([C@@H]1CO)(C)C |r| Racemic-((1R,3S)-3-(((tert-butyldiphenylsilyl)oxy)methyl)-2,2-dimethylcyclopropyl)methanol